(R)-1-(2-methoxyphenyl)ethyl (5-(5-aminopyridin-2-yl)-3-methylisoxazol-4-yl)carbamate NC=1C=CC(=NC1)C1=C(C(=NO1)C)NC(O[C@H](C)C1=C(C=CC=C1)OC)=O